N1=CNC2=C1C=C(C=C2)C(=O)O benzimidazole-6-carboxylic acid